(S)-3-((7-chloro-6-(3-hydroxynaphthalen-1-yl)-4-((1-methylpyrrolidin-2-yl)methyl)-2,3-dioxo-3,4-dihydroquinoxalin-1(2H)-yl)methyl)azetidine-1-carboxylic acid tert-butyl ester C(C)(C)(C)OC(=O)N1CC(C1)CN1C(C(N(C2=CC(=C(C=C12)Cl)C1=CC(=CC2=CC=CC=C12)O)C[C@H]1N(CCC1)C)=O)=O